BrC1=C2C=NN(C2=CC(=C1[C@H]1[C@H](C1)/C=C/C(=O)OCC)Cl)[C@@H]1OCCCC1 |&1:21| rac-Ethyl (E)-3-((1R,2R)-2-(4-bromo-6-chloro-1-(tetrahydro-2H-pyran-2-yl)-1H-indazol-5-yl)cyclopropyl)acrylate